bis(phenoxy) diacrylate C(C=C)(=O)OOC1=CC=CC=C1.C(C=C)(=O)OOC1=CC=CC=C1